COC(=O)N1CC2=C(CC1)SC(=C2)C(=O)N2C[C@H]1[C@@H](C2)[C@@H](CC1)NC=1N=NC(=CC1)Br 2-{[(3aS,4R,6aR)-4-[(6-bromo-3-pyridazinyl)amino]hexahydrocyclopenta[c]pyrrol-2(1H)-yl]carbonyl}-6,7-dihydrothieno[3,2-c]pyridine-5(4H)-carboxylic acid methyl ester